5-((1R,4R)-2-oxa-5-azabicyclo[2.2.1]heptane-5-yl)-N-(3-(difluoromethyl)-1-(1-(2-(Piperidin-4-ylmethoxy)ethyl)piperidin-4-yl)-1H-pyrazol-4-yl)pyrazolo[1,5-a]pyrimidine-3-carboxamide [C@H]12OC[C@H](N(C1)C1=NC=3N(C=C1)N=CC3C(=O)NC=3C(=NN(C3)C3CCN(CC3)CCOCC3CCNCC3)C(F)F)C2